NC=1C(=C(C=CC1)S(=O)(=O)NCC1=C(C=C(C=C1)OC)OC)N1N=CC(=C1)Cl amino-2-(4-chloro-1H-pyrazol-1-yl)-N-(2,4-dimethoxybenzyl)benzenesulfonamide